2-cyano-5-(methyl-d3)-6-chloropyridine C(#N)C1=NC(=C(C=C1)C([2H])([2H])[2H])Cl